O=C1NC(CCC1N1C(C2=CC=C(C=C2C1=O)NC)=O)=O 2-(2,6-dioxopiperidin-3-yl)-5-(methylamino)-2,3-dihydro-1H-isoindole-1,3-dione